CC1=NC(=C2C(=N1)N1C(C(=C2)C(=O)[O-])=NC=N1)N[C@H](C)C1=CC(=CC(=C1)C(F)(F)F)[N+](=O)[O-].[Li+] lithium (R)-8-methyl-6-((1-(3-nitro-5-(trifluoromethyl) phenyl) ethyl) amino)-[1,2,4]triazolo[1',5':1,6]pyrido[2,3-d]pyrimidine-4-carboxylate